C(C)C1=CC=C(C=C1)NCC(=O)OCC ethyl (4-ethylphenyl)glycinate